NC(C[PH3+])=O (2-amino-2-oxo-ethyl)-phosphonium